1-(5-ethyl-1,3,4-oxadiazol-2-yl)-3-methyl-N-(4-(pyrrolo[2,1-f][1,2,4]triazin-2-yl)-5-(trifluoromethyl)pyridin-2-yl)-6-azabicyclo[3.1.1]heptane-6-carboxamide C(C)C1=NN=C(O1)C12CC(CC(N1C(=O)NC1=NC=C(C(=C1)C1=NN3C(C=N1)=CC=C3)C(F)(F)F)C2)C